S(=O)(=O)([O-])F.[Li+] lithium fluorosulfate salt